C1(CC1)N(C)CC1=C2CCN(C(C2=CC(=C1)CN1C(=NC=C1)NC)=O)[C@@H](C)C1=NC=C(C(=C1)OCC)F (S)-5-((cyclopropyl(methyl)amino)methyl)-2-(1-(4-ethoxy-5-fluoropyridin-2-yl)ethyl)-7-((2-(methylamino)-1H-imidazol-1-yl)methyl)-3,4-dihydroisoquinolin-1(2H)-one